(Z)-4-((5-(dimethylamino)thiophen-2-yl)methylene)-3-(pyridin-4-yl)isoxazol-5(4H)-one CN(C1=CC=C(S1)\C=C/1\C(=NOC1=O)C1=CC=NC=C1)C